ClC1=CN(C(=C1Cl)O)CC1=NC=CC=C1 3,4-dichloro-5-hydroxy-1-(pyridin-2-ylmethyl)-1H-pyrrol